N-((3-chlorophenyl)(phenyl)methyl)-2-oxo-6-(trifluoromethyl)-1,2-dihydropyridine-3-carboxamide ClC=1C=C(C=CC1)C(NC(=O)C=1C(NC(=CC1)C(F)(F)F)=O)C1=CC=CC=C1